bis(2-methylallyl)ruthenium CC(C[Ru]CC(=C)C)=C